O1C(=NCC1)CCCCC=1OCCN1 tetramethylenebis(2-oxazoline)